4-ethoxy-N-(7-fluoro-2-methyl-2H-indazol-5-yl)-2-(3-methylpiperazin-1-yl)pyrimidine-5-carboxamide formate C(=O)O.C(C)OC1=NC(=NC=C1C(=O)NC1=CC2=CN(N=C2C(=C1)F)C)N1CC(NCC1)C